6-(1-butylpyrazol-4-yl)-2-methyl-3-[rel-(4R)-8-methoxy-4-methyl-1-oxo-3,4-dihydro-2H-isoquinolin-6-yl]indazole-4-carbonitrile C(CCC)N1N=CC(=C1)C=1C=C(C2=C(N(N=C2C1)C)C=1C=C2[C@H](CNC(C2=C(C1)OC)=O)C)C#N |o1:22|